5-phenylpyrazine-2-carbonyl chloride C1(=CC=CC=C1)C=1N=CC(=NC1)C(=O)Cl